FC1(CN(C[C@@H]1OC)C=1N=C2N(C(C1C)=O)C=C(C=C2[C@@H](C)NC2=C(C(=O)O)C=CC=C2)C)F 2-(((R)-1-(2-((S)-3,3-difluoro-4-methoxypyrrolidin-1-yl)-3,7-dimethyl-4-oxo-4H-pyrido[1,2-a]pyrimidin-9-yl)ethyl)amino)benzoic acid